2,6-diphenyl-4-methoxypyridine C1(=CC=CC=C1)C1=NC(=CC(=C1)OC)C1=CC=CC=C1